(S)-3-piperonyl-butyrolactone C(C1=CC=2OCOC2C=C1)[C@H]1CC(=O)OC1